N1(C=NC=C1)C(CO)C 2-(1H-imidazole-1-yl)propane-1-ol